((5-chloro-2-nitrophenyl)amino)piperidine-1-carboxylic acid tert-butyl ester C(C)(C)(C)OC(=O)N1C(CCCC1)NC1=C(C=CC(=C1)Cl)[N+](=O)[O-]